rac-trans-3-(4-methanesulfonylphenoxymethyl)-4-methylpyrrolidine CS(=O)(=O)C1=CC=C(OC[C@@H]2CNC[C@H]2C)C=C1 |r|